ClC(CCCC(CCCC)OC(CCCC(C)Cl)CCCC)C 4-chloropentylbutylmethyl ether